C(C1=CC=CC=C1)N1N=C(C=C1C(=O)N[C@@H](C)C1=NC(=NO1)C1=CC(=NC=C1)C(F)(F)F)C(F)(F)F (S)-1-benzyl-3-(trifluoromethyl)-N-(1-(3-(2-(trifluoromethyl)pyridin-4-yl)-1,2,4-oxadiazol-5-yl)ethyl)-1H-pyrazole-5-carboxamide